N[C@H]1C2N(CC1CC2)C(=O)C2=CC1=C(C(=C(O1)C=1N(C3=CC(=CC=C3C1)C1=CC(=C(C(=O)N)C=C1)F)CC1CC1)C)C=C2 4-(2-(6-((7R)-7-amino-2-azabicyclo[2.2.1]heptane-2-carbonyl)-3-methylbenzofuran-2-yl)-1-(cyclopropylmethyl)-1H-indol-6-yl)-2-fluorobenzamide